C(C)ON=C1CN(C1)C(CC1=CC=C(C=C1)C1=NOC(=N1)C(F)(F)F)=O 1-(3-(ethoxyimino)azetidin-1-yl)-2-(4-(5-(trifluoromethyl)-1,2,4-oxadiazol-3-yl)phenyl)ethan-1-one